benzyl (2S)-2-[[7-benzyloxy-4-(4-fluorophenyl)-3-(2-methoxy-1,1-dimethyl-ethyl)-1-isoquinolyl]oxy]propanoate C(C1=CC=CC=C1)OC1=CC=C2C(=C(N=C(C2=C1)O[C@H](C(=O)OCC1=CC=CC=C1)C)C(COC)(C)C)C1=CC=C(C=C1)F